FC(C=1C=CC(=NC1)N[C@@H]1C[C@H]2CN[C@H]1C2)(F)F (1S,4S,6R)-6-((5-(trifluoromethyl)pyridin-2-yl)amino)-2-azabicyclo[2.2.1]heptan